({(E)-[(furan-2-yl)methylidene]amino}oxy)methanone O1C(=CC=C1)\C=N\OC=O